FC1=C(C=C(C=C1)[N+](=O)[O-])[C@]1(NC(N(S(C1)(=O)=O)C)=N)C (R)-5-(2-fluoro-5-nitrophenyl)-3-imino-2,5-dimethyl-1,2,4-thiadiazine 1,1-dioxide